((2S,5S)-2,5-dimethylpiperazine-1,4-diyl)bis(((2R,3S)-2-methyl-3-(4-nitro-phenyl)oxairan-2-yl)methanone) C[C@@H]1N(C[C@@H](N(C1)C(=O)[C@@]1(O[C@H]1C1=CC=C(C=C1)[N+](=O)[O-])C)C)C(=O)[C@@]1(O[C@H]1C1=CC=C(C=C1)[N+](=O)[O-])C